tert-butyl 3',7'-dimethyl-6',7'-dihydrospiro[piperidine-4,4'-pyrazolo[5,1-c][1,4]oxazine]-1-carboxylate CC=1C=NN2C1C1(OCC2C)CCN(CC1)C(=O)OC(C)(C)C